4-(4-(trifluoromethyl)phenoxy)-1H-1,2,3-triazole-5-carboxylic acid FC(C1=CC=C(OC=2N=NNC2C(=O)O)C=C1)(F)F